CN1C=CC2=C(C=CC=C12)NC(CN1N=C(C=CC1=O)C=1SC=CC1)=O N-(1-methyl-1H-indol-4-yl)-2-(6-oxo-3-(thiophen-2-yl)pyridazin-1(6H)-yl)acetamide